(R)-(6-((3,4-dichlorophenyl)sulfonyl)-1-(4-fluorophenyl)-4,4a,5,6,7,8-hexahydro-1H-pyrazolo[3,4-g]isoquinolin-4a-yl)(thiazol-2-yl)methanone ClC=1C=C(C=CC1Cl)S(=O)(=O)N1C[C@]2(CC3=C(C=C2CC1)N(N=C3)C3=CC=C(C=C3)F)C(=O)C=3SC=CN3